benzyl (S)-2-(cyanomethyl)-4-(2-(((S)-1-methylpyrrolidin-2-yl)methoxy)-5H-pyrrolo[3,2-d]pyrimidin-4-yl)piperazine-1-carboxylate C(#N)C[C@@H]1N(CCN(C1)C=1C2=C(N=C(N1)OC[C@H]1N(CCC1)C)C=CN2)C(=O)OCC2=CC=CC=C2